COC1=C(C(=CC(=C1)CCC)OC)C1=C2CC(N(C2=CC=C1C)CC)=O 4-(2,6-Dimethoxy-4-propylphenyl)-1-ethyl-5-methylindolin-2-one